2-[(2E)-2-(aminomethyl)-3-fluoroprop-2-en-1-yl]-4-({5-[3-(5-cyclopropyl-1,2,4-oxadiazol-3-yl)phenyl]thiophen-2-yl}methyl)-2,4-dihydro-3H-1,2,4-triazol-3-one hydrochloride Cl.NC/C(/CN1N=CN(C1=O)CC=1SC(=CC1)C1=CC(=CC=C1)C1=NOC(=N1)C1CC1)=C\F